heptadecan-9-yl (Z)-8-((2-hydroxyethyl)(octadec-9-en-1-yl)amino)octanoate OCCN(CCCCCCCC(=O)OC(CCCCCCCC)CCCCCCCC)CCCCCCCC\C=C/CCCCCCCC